5-(4-cyclohexylphenyl)-3-[3-(fluoromethyl)azetidine-1-carbonyl]-2-(2-pyridyl)-4H-pyrazolo[1,5-a]pyrimidin-7-one C1(CCCCC1)C1=CC=C(C=C1)C=1NC=2N(C(C1)=O)N=C(C2C(=O)N2CC(C2)CF)C2=NC=CC=C2